3-{4-[cyclohexyl(ethyl)sulfamoyl]phenyl}-1-(pyridin-3-ylmethyl)urea C1(CCCCC1)N(S(=O)(=O)C1=CC=C(C=C1)NC(NCC=1C=NC=CC1)=O)CC